(2S)-9-((2-chloro-4-(3-fluoro-2-(methoxy-d3)phenoxy)phenyl)(Hydroxy)methyl)-2-(methoxymethyl)-2-methyl-1,2,4,7-tetrahydro-3H-pyrrolo[3',2':5,6]pyrido[3,4-b]pyrazin-3-one ClC1=C(C=CC(=C1)OC1=C(C(=CC=C1)F)OC([2H])([2H])[2H])C(C1=CNC2=C1C1=C(NC([C@](N1)(C)COC)=O)C=N2)O